3-(5,6-difluoropyridin-3-yl)-5-(2-(3-fluoro-3-(fluoromethyl)azetidin-1-yl)-2-oxoethyl)thieno[3,2-c]pyridin-4(5H)-one FC=1C=C(C=NC1F)C1=CSC2=C1C(N(C=C2)CC(=O)N2CC(C2)(CF)F)=O